(S)-4-(2-(4-(5-(3,5-difluorophenyl)-4,5-dihydro-1H-pyrazole-1-carbonyl)piperazin-1-yl)-5-fluoropyrimidin-4-yl)-2-ethyl-5-methyl-2,4-dihydro-3H-1,2,4-triazol-3-one FC=1C=C(C=C(C1)F)[C@@H]1CC=NN1C(=O)N1CCN(CC1)C1=NC=C(C(=N1)N1C(N(N=C1C)CC)=O)F